N-(3-{[(2R,4R)-6-chloro-4-hydroxy-3,4-dihydro-2H-1-benzopyran-2-carbonyl]amino}bicyclo[1.1.1]pentan-1-yl)-2-phenyl-1,3-oxazole-5-carboxamide ClC=1C=CC2=C([C@@H](C[C@@H](O2)C(=O)NC23CC(C2)(C3)NC(=O)C3=CN=C(O3)C3=CC=CC=C3)O)C1